N-Phthaloyl-aza-leucine C(C=1C(C(=O)O)=CC=CC1)(=O)NN(CC(C)C)C(=O)O